N-(2-chloro-3'-(5-(2-hydroxypropan-2-yl)-4-methoxymethylpyridinoylamino)-2'-methyl-[1,1'-biphenyl]-3-yl)-1,5-dimethyl-4,5,6,7-tetrahydro-1H-imidazo[4,5-c]pyridine-2-carboxamide ClC1=C(C=CC=C1NC(=O)C=1N(C2=C(CN(CC2)C)N1)C)C1=C(C(=CC=C1)NC(=O)C1=NC=C(C(=C1)COC)C(C)(C)O)C